2-((1-(2-(2-cyano-2-methylpropanoyl)-5-methoxyphenyl)piperidin-4-yl)methoxy)pyridin tert-butyl-(1s,5R)-3-oxo-8-azabicyclo[3.2.1]octane-8-carboxylate C(C)(C)(C)OC(=O)N1[C@@H]2CC(C[C@H]1CC2)=O.C(#N)C(C(=O)C2=C(C=C(C=C2)OC)N2CCC(CC2)COC2=NC=CC=C2)(C)C